CC1=NN=C2SC(C(NN21)C2=CC=CC=C2)C(=O)C2=CC=CC=C2 (3-methyl-6-phenyl-6,7-dihydro-5H-[1,2,4]triazolo[3,4-b][1,3,4]thiadiazin-7-yl)(phenyl)methanone